FC1=CC=C(C=C1)C1=NNC=C1C=C1C(N(C(S1)=N)C=1SC=CN1)=O (3-(4-Fluorophenyl)-1H-pyrazol-4-yl)methylene-2-imino-3-(thiazol-2-yl)thiazolidin-4-one